(E)-3,7-dimethylocta-2,6-diene-1-thiol C\C(=C/CS)\CCC=C(C)C